N-(2,4-dimethylphenyl)-5-hydroxy-5-phenyl-octahydrocyclopenta[c]pyrrole-2-carboxamide CC1=C(C=CC(=C1)C)NC(=O)N1CC2C(C1)CC(C2)(C2=CC=CC=C2)O